ClC1=CC(=C(C(=O)NCCCC(=O)O)C=C1)O 4-([4-chloro-2-hydroxybenzoyl]-amino)butanoic acid